3-(6-Methoxypyridazin-3-yl)-5-methyl-6-(4-nitrophenyl)thieno[2,3-d]pyrimidine-2,4(1H,3H)-dione COC1=CC=C(N=N1)N1C(NC2=C(C1=O)C(=C(S2)C2=CC=C(C=C2)[N+](=O)[O-])C)=O